ClC=1C(=NC(=NC1)NC1=CC(=C(C=C1)N1CCC(CC1)N1CCN(CC1)C)Cl)C1=CN(C2=CC=CC=C12)S(=O)(=O)CCC 5-chloro-N-(3-chloro-4-(4-(4-methylpiperazin-1-yl)piperidin-1-yl)phenyl)-4-(1-(propylsulphonyl)-1H-indol-3-yl)pyrimidin-2-amine